FC(CN1N=C(C=2C1=CN=CC2)C(=O)O)(F)F 1-(2,2,2-trifluoroethyl)-1H-pyrazolo[3,4-c]pyridine-3-carboxylic acid